(+/-)-6-{[cis-4-(4-Methoxyphenyl)pyrrolidin-3-yl]methoxy}isoindolin-1-one Hydrochloride Cl.COC1=CC=C(C=C1)[C@@H]1[C@@H](CNC1)COC1=CC=C2CNC(C2=C1)=O |r|